2-chloro-4-fluoro-N-[isopropyl-(methyl)sulfamoyl]-5-[3-methyl-2,6-dioxo-4-(trifluoromethyl)-3,6-dihydropyrimidin-1(2H)-yl]benzamide ClC1=C(C(=O)NS(N(C)C(C)C)(=O)=O)C=C(C(=C1)F)N1C(N(C(=CC1=O)C(F)(F)F)C)=O